Methyl N-[4-chloro-6-[[2-fluoro-4-[2-(4-methylpiperazin-1-yl)ethyl]phenyl]methylamino]-1-isoquinolyl]carbamate ClC1=CN=C(C2=CC=C(C=C12)NCC1=C(C=C(C=C1)CCN1CCN(CC1)C)F)NC(OC)=O